3-isobutoxy-4-nitrobenzamide C(C(C)C)OC=1C=C(C(=O)N)C=CC1[N+](=O)[O-]